(S)-6-((1-Benzylpyrrolidin-3-yl)(methyl)amino)-5-methyl-N-(thiazol-4-yl)pyridine-3-sulfonamide C(C1=CC=CC=C1)N1C[C@H](CC1)N(C1=C(C=C(C=N1)S(=O)(=O)NC=1N=CSC1)C)C